(3-((1S,2S)-2-cyanocyclopropyl)-1-(2-(1,1-difluoroethyl)pyrimidin-4-yl)-1H-pyrrolo[3,2-c]pyridin-6-yl)acetamide C(#N)[C@@H]1[C@H](C1)C1=CN(C2=C1C=NC(=C2)CC(=O)N)C2=NC(=NC=C2)C(C)(F)F